C(#N)[C@H](CC1=C(C=C(C=C1)C1=CC=C(C=C1)P(=O)(C)C)F)NC(=O)[C@H]1OCCCN(C1)C(=O)[O-] (S)-2-(((S)-1-cyano-2-(4'-(dimethylphosphoryl)-3-fluoro-[1,1'-biphenyl]-4-yl)ethyl)carbamoyl)-1,4-oxazepane-4-carboxylate